triscatechol phosphate P(=O)(O)(O)O.C=1(O)C(O)=CC=CC1.C=1(O)C(O)=CC=CC1.C=1(O)C(O)=CC=CC1